1-[2-(6,6-difluoro-3-azabicyclo[3.2.0]heptan-3-yl)-6-[5-[(6-methylpyridazin-3-yl)amino]benzimidazol-1-yl]-3-pyridyl]ethanol Methyl-α-bromophenylacetate CC(C(=O)OC(C)C=1C(=NC(=CC1)N1C=NC2=C1C=CC(=C2)NC=2N=NC(=CC2)C)N2CC1CC(C1C2)(F)F)(Br)C2=CC=CC=C2